25-azido-2,5,8,11,14,17,20,23-octaoxapentacosane N(=[N+]=[N-])CCOCCOCCOCCOCCOCCOCCOCCOC